((6-chloro-4-fluoropyridin-3-yl)ethynyl)cyclobutan-1-ol ClC1=CC(=C(C=N1)C#CC1(CCC1)O)F